4-(hydroxymethyl)-1-phenylpyrrolidin-2-one OCC1CC(N(C1)C1=CC=CC=C1)=O